(E)-4-phenyl-3-((3-((E)-4-((tetrahydro-1H-furo[3,4-c]pyrrol-5(3H)-yl)methyl)styryl)-1H-indazol-6-yl)methylene)pyrrolidin-2-one C1(=CC=CC=C1)C1\C(\C(NC1)=O)=C/C1=CC=C2C(=NNC2=C1)\C=C\C1=CC=C(C=C1)CN1CC2C(C1)COC2